BrC1=NC(=CC=C1)C=1C=NN(C1)C(CC)C1=CC=C(C=C1)F 2-bromo-6-(1-(1-(4-fluorophenyl)propyl)-1H-pyrazol-4-yl)pyridine